2-benzylamino-3H-phenol C(C1=CC=CC=C1)NC1C(=CC=CC1)O